6-(pyrazolo[1,5-a]pyridin-3-yl)pyridin-2-amine N1=CC(=C2N1C=CC=C2)C2=CC=CC(=N2)N